C1(CC1)C1=CN=C2C(=N1)N(N=C2N)C2COC2 6-cyclopropyl-1-(oxetan-3-yl)-1H-pyrazolo[3,4-b]pyrazin-3-amine